Cl.C1(CCCC1)C(C(F)(F)F)N 1-cyclopentyl-2,2,2-trifluoroethan-1-amine hydrochloride